1-[2,4-dichloro-5-(1,1,2,2-tetrafluoroethoxy)phenyl]-3-[(1S)-1-(3-pyrimidin-2-ylpyrazin-2-yl)ethyl]urea ClC1=C(C=C(C(=C1)Cl)OC(C(F)F)(F)F)NC(=O)N[C@@H](C)C1=NC=CN=C1C1=NC=CC=N1